N-(1-(6-(3-chloro-5-fluoropyridin-2-yl)-5-fluoro-1-neopentyl-1H-indol-3-yl)ethyl)cyclopropanesulfonamide ClC=1C(=NC=C(C1)F)C1=C(C=C2C(=CN(C2=C1)CC(C)(C)C)C(C)NS(=O)(=O)C1CC1)F